3-((S)-sec-butoxy)-1-methyl-1H-pyrazol [C@H](C)(CC)OC1=NN(C=C1)C